C1(CC1)[C@@](C)(O)C1=NC=CC(=N1)C1=NC=C(C(=C1)C(=O)N1[C@@H](CN([C@H](C1)C)CC1=NC=C(C=C1F)F)C)C (2-(2-((R)-1-cyclopropyl-1-hydroxyethyl)pyrimidin-4-yl)-5-methylpyridin-4-yl)((2R,5s)-4-((3,5-difluoropyridin-2-yl)methyl)-2,5-dimethylpiperazin-1-yl)methanone